(4-amino-2,3,6-trifluoro-phenyl)-2,3-dihydropyridin-4(1H)-one NC1=C(C(=C(C(=C1)F)N1CCC(C=C1)=O)F)F